methyl 2-(3-((4-(5-(4-acetamidophenyl)-2-(2-aminopyridin-3-yl)-3H-imidazo[4,5-b]pyridin-3-yl)benzyl)carbamoyl)phenyl)acetate C(C)(=O)NC1=CC=C(C=C1)C1=CC=C2C(=N1)N(C(=N2)C=2C(=NC=CC2)N)C2=CC=C(CNC(=O)C=1C=C(C=CC1)CC(=O)OC)C=C2